N[C@H](CO)C(=O)O R-serine